6,7,8,9-tetrahydro-4H-6,9-ethanothieno[2,3-c]chromen-4-one C1=CSC=2C(OC=3C4CCC(C3C21)CC4)=O